ClC1=NN(C=C1C=1C=C2C(=NC1)N(C=C2C2=CC(=CC=C2)F)S(=O)(=O)C2=CC=C(C)C=C2)C2CCN(CC2)C 5-(3-chloro-1-(1-methylpiperidin-4-yl)-1H-pyrazol-4-yl)-3-(3-fluorophenyl)-1-tosyl-1H-pyrrolo[2,3-b]pyridine